OC1=C(C=CC=2SC=CC21)C2=NN=C(C(N2C(C)C)=O)N[C@H]2CN(CCC2)C (R)-3-(4-Hydroxybenzo[b]thiophen-5-yl)-4-isopropyl-6-((1-methylpiperidin-3-yl)amino)-1,2,4-triazine-5(4H)-one